O1CCC(CC1)OC(NC[C@H]1OC2=C(C1)C1=C(N=C(S1)C1=C3N=CC(=NC3=CC(=C1)C)OC)C=C2)=O (S)-((2-(2-methoxy-7-methylquinoxalin-5-yl)-7,8-dihydrobenzofuro[5,4-d]thiazol-7-yl)methyl)carbamic acid tetrahydro-2H-pyran-4-yl ester